BrC=1C=C(C(N(C1)CC1CC1)=O)C(=O)OC methyl 5-bromo-1-(cyclopropylmethyl)-2-oxo-1,2-dihydropyridine-3-carboxylate